3-(4-((4-(tert-butoxycarbonyl)piperazin-1-yl)methyl)piperidin-1-yl)benzoic acid C(C)(C)(C)OC(=O)N1CCN(CC1)CC1CCN(CC1)C=1C=C(C(=O)O)C=CC1